CC1=C(C=C(C=C1)NC(=O)N1C(CCCCC1)C1=NOC(=N1)C)C=1OC=C(N1)C hexahydro-N-[4-methyl-3-(4-methyl-2-oxazolyl)phenyl]-2-(5-methyl-1,2,4-oxadiazol-3-yl)-1H-azepine-1-carboxamide